(R)-8-hydroxyl-7-(4-hydroxyphenyl)-3,5-dimethylisochroman-1-one OC=1C(=CC(=C2C[C@H](OC(C12)=O)C)C)C1=CC=C(C=C1)O